3-[6,7-dichloro-3-(1-tetrahydropyran-2-ylpyrazol-4-yl)indol-1-yl]propanamide ClC1=CC=C2C(=CN(C2=C1Cl)CCC(=O)N)C=1C=NN(C1)C1OCCCC1